C(C)(C)(C)C1=C(C(=CC(=C1)C)C(C)(C)C)C(O)C(CO)(CO)CO 2,6-di-tert-butyl-4-methyl-phenyl-pentaerythritol